C1(=CC=C(C=C1)N(C1=CC=C(C(=O)C=2CN(C3=CC=CC=C3C2O)C)C=C1)C1=CC=C(C=C1)C)C 3-[4-(di-p-tolylamino)benzoyl]-4-hydroxy-1-methylquinolin